Phenoxy tetrahydrofuranglycidyl-phenyl ether O1C(CCC1)C1C(CC2=C(C=CC=C2)OOC2=CC=CC=C2)O1